O=C1N(C(C(N1)CC#C)=O)C1CC2(CC(C2)OC2=NC=CC=C2C(=O)N)C1 2-{[(αR)-6-[2,5-dioxo-4-(prop-2-yn-1-yl)imidazolidin-1-yl]spiro[3.3]heptan-2-yl]oxy}pyridine-3-carboxamide